P([S-])([S-])[O-] Dithiophosphite